BrC1=C(C=CC=C1)N1C(NC(C2=CC=C(C=C12)C1CC1)=O)=O 1-(2-Bromophenyl)-7-cyclopropylquinazoline-2,4(1H,3H)-dione